C1(CCCC1)CN1C(=NC2=C1C=CC=C2)C2=CC(=NN2)NC(C2=CC=C(C=C2)NC2CCN(CC2)C)=O N-(5-(1-(cyclopentylmethyl)-1H-benzo[d]imidazol-2-yl)-1H-pyrazol-3-yl)-4-((1-methylpiperidin-4-yl)amino)benzamide